C(C)(C)[Si](OC)(OC)C(C)C bis(isopropyl)-dimethoxysilane